N-[(1S)-5-[2-(2-aminopyridin-3-yl)-5,7-dimethylimidazo[4,5-b]pyridin-3-yl]-2,3-dihydro-1H-inden-1-yl]-3-formyl-4-hydroxybenzamide NC1=NC=CC=C1C1=NC=2C(=NC(=CC2C)C)N1C=1C=C2CC[C@@H](C2=CC1)NC(C1=CC(=C(C=C1)O)C=O)=O